ClC1=NC(=C(C(=C1C#N)C1=CC=C(C=C1)OC(CO)(F)F)C#N)SCC=1C=NC=CC1 2-Chloro-4-(4-(1,1-difluoro-2-hydroxyethoxy)phenyl)-6-((pyridin-3-ylmethyl)thio)pyridine-3,5-dicarbonitrile